(R)-2-(methyl-d3)pentan-1,1-d2-1-ol Tert-butyl-2,5-diazabicyclo[2.2.1]heptane-2-carboxylate C(C)(C)(C)C12N(CC(NC1)C2)C(=O)OC([C@@H](CCC)C([2H])([2H])[2H])([2H])[2H]